2-(((1R,4R)-4-((S)-2-(5-chloropyridin-2-yl)-2-methylbenzo[d][1,3]dioxol-4-yl)cyclohexyl)(methyl)amino)-4-methoxy-1-(((S)-oxetan-2-yl)methyl)-1H-benzo[d]imidazole-6-carboxylic acid ClC=1C=CC(=NC1)[C@@]1(OC2=C(O1)C=CC=C2C2CCC(CC2)N(C2=NC1=C(N2C[C@H]2OCC2)C=C(C=C1OC)C(=O)O)C)C